tert-butyl (E)-2-(2-chloro-3-fluorobenzylidene)hydrazine-1-carboxylate ClC1=C(\C=N\NC(=O)OC(C)(C)C)C=CC=C1F